CC1=[N+](C=CC=C1)CCCCS(=O)(=O)O 2-methyl-1-(4-sulfobutyl)pyridinium